C(C)(=O)ON=CCC(C)(C)C ((3,3-dimethylbutylidene) amino) acetate